4-(2-((tert-butyldiphenylsilyl)oxy)ethoxy)-2-chloro-5-(imidazo[1,2-a]pyridin-6-yl)-7-((2-(trimethylsilyl)ethoxy)methyl)-7H-pyrrolo[2,3-d]pyrimidine [Si](C1=CC=CC=C1)(C1=CC=CC=C1)(C(C)(C)C)OCCOC=1C2=C(N=C(N1)Cl)N(C=C2C=2C=CC=1N(C2)C=CN1)COCC[Si](C)(C)C